OC=1C=C(C#N)C=CC1 3-hydroxybenzonitrile